CC(=CCO)CCC=C(CC(C=C(CCC=C(CCC=C(CCC=C(C)C)C)C)C)S(=O)(=O)C1=CC=CC=C1)C 3,7,11,15,19,23-hexamethyl-9-(phenyl-sulfonyl)tetracosa-2,6,10,14,18,22-hexaen-1-ol